3-(2-amino-5-oxo-5,7-dihydro-6H-pyrrolo[3,4-b]pyridin-6-yl)piperidine-2,6-dione NC1=CC=C2C(=N1)CN(C2=O)C2C(NC(CC2)=O)=O